3-[3-(2-chloro-6-methyl-4-pyridinyl)-5-[(1-methylsulfonyl-4-piperidinyl)amino]pyrazolo[1,5-a]pyrimidin-2-yl]benzonitrile ClC1=NC(=CC(=C1)C=1C(=NN2C1N=C(C=C2)NC2CCN(CC2)S(=O)(=O)C)C=2C=C(C#N)C=CC2)C